1-(3-chloro-5-fluoro-2-((4-methoxyphenoxy)methyl)phenyl)ethanone ClC=1C(=C(C=C(C1)F)C(C)=O)COC1=CC=C(C=C1)OC